CC=1SC(=C(N1)C)CN1C(N(C2=C1C=CC(=C2)S(=O)(=O)NC2(CC2)C)C=2SC=CN2)=O 1-[(2,4-dimethylthiazol-5-yl)methyl]-N-(1-methylcyclopropyl)-2-oxo-3-thiazol-2-yl-benzimidazole-5-sulfonamide